6-[3-ethylsulfonyl-7-(2,2,2-trifluoroethoxy)imidazo[1,2-a]pyridin-2-yl]-3-(trifluoromethyl)-7H-pyrrolo[3,4-b]pyridin-5-one C(C)S(=O)(=O)C1=C(N=C2N1C=CC(=C2)OCC(F)(F)F)N2CC1=NC=C(C=C1C2=O)C(F)(F)F